C(C1=CC=CC=C1)NC(CC(=O)OC)CC(=O)OC Dimethyl 3-(benzylamino)pentanedioate